BrC(C(=O)N)=C 2-bromoprop-2-enamide